(5Z)-4-(4-(methylsulfonyl)phenyl)-3-phenyl-5-(2-(pyrrol-1-yl)benzylidene)furan-2(5H)-one CS(=O)(=O)C1=CC=C(C=C1)C/1=C(C(O\C1=C/C1=C(C=CC=C1)N1C=CC=C1)=O)C1=CC=CC=C1